CC(C(=O)NS(=O)(=O)C1=CC(=CC=C1)C(F)(F)F)C 2-methyl-N-((3-(trifluoromethyl)phenyl)sulfonyl)propanamide